N1C(=NC2=C1C=CC=C2)C(N2CC1=CC=C(C=C1C2=O)C2=CC=C(C=C2)N2CCN(CC2)C(=O)OC(C)(C)C)C2=C(C=CC(=C2)F)OC tert-butyl 4-(4-(2-((1H-benzo[d]imidazole-2-yl) (5-fluoro-2-methoxyphenyl)methyl)-3-oxoisoindole-5-yl)phenyl)piperazine-1-carboxylate